Cis-6-Nonenyl Acetate C(C)(=O)OCCCCC\C=C/CC